4-(5-Chlorofuran-2-yl)-1,3-bis(2,4-difluorophenyl)-5-methyl-N-((4,6,6-trimethylmorpholin-2-yl)methyl)-4,5-dihydro-1H-pyrazole-5-carboxamide ClC1=CC=C(O1)C1C(=NN(C1(C(=O)NCC1CN(CC(O1)(C)C)C)C)C1=C(C=C(C=C1)F)F)C1=C(C=C(C=C1)F)F